2-amino-6-pentyl-1,4-naphthoquinone NC=1C(C2=CC=C(C=C2C(C1)=O)CCCCC)=O